C(C)(C)(C)OC(=O)N1CC(C(C1)O[Si](C)(C)C)N1N=NC(=C1)[Si](C)(C)C 3-(4-(trimethylsilyl)-1H-1,2,3-triazol-1-yl)-4-((trimethylsilyl)oxy)pyrrolidine-1-carboxylic acid tert-butyl ester